thiadiazolehydrazide 1-methyl-1H-indazole-6-carboxylate CN1N=CC2=CC=C(C=C12)C(=O)O.S1N=NC(=C1)C(=O)NN